N-(2-(4-(4-cyclopropyl-3,3-dimethylpiperazine-1-yl)piperidine-1-yl)-5-((6-((R)-3-(3,5-difluorophenyl)-isoxazolidine-2-yl)pyrimidine-4-yl)amino)-4-methoxyphenyl)acrylamide C1(CC1)N1C(CN(CC1)C1CCN(CC1)C1=C(C=C(C(=C1)OC)NC1=NC=NC(=C1)N1OCC[C@@H]1C1=CC(=CC(=C1)F)F)NC(C=C)=O)(C)C